BrC1=C2C=CCC2=CC(=C1)F 4-bromo-6-fluoro-1H-indene